6-(4-cyano-2-fluorobenzyl)thio-5-fluoro-3',6'-dihydro-[2,4'-bipyridin] C(#N)C1=CC(=C(CSC2=C(C=CC(=N2)C=2CC=NCC2)F)C=C1)F